ClC=1C=C(C=CC1)[C@H](C)N1N=C(C=C1C(=O)NC1[C@H]2CC(C[C@@H]12)O)C(=O)NC 1-((S)-1-(3-Chlorophenyl)ethyl)-N5-((1R,3R,5S,6r)-3-hydroxybicyclo[3.1.0]hexan-6-yl)-N3-methyl-1H-pyrazol-3,5-dicarboxamid